4-(2-(4-morpholinophenylamino)thieno[3,2-d]pyrimidin-7-yl)benzene-sulfonamide O1CCN(CC1)C1=CC=C(C=C1)NC=1N=CC2=C(N1)C(=CS2)C2=CC=C(C=C2)S(=O)(=O)N